C/C(/C=O)=C/CC[C@@]1([C@H]2CC[C@@H](C1=C)C2)C (2Z)-2-methyl-5-[(1S,2R,4R)-2-methyl-3-methylenebicyclo[2.2.1]hept-2-yl]-2-pentenal